5,5-difluorotetrahydro-2H-pyran-3-amine hydrochloride Cl.FC1(CC(COC1)N)F